CC1=CC=CC(=N1)NC(=O)C1=CC2=C(OCCO2)C=C1 N-(6-methylpyridin-2-yl)-2,3-dihydrobenzo[b][1,4]dioxine-6-carboxamide